[Li+].FC(S(=O)(=O)[N-]S(=O)(=O)C(F)(F)F)(F)F bis(perfluoromethylsulfonyl)amide lithium salt